C(C)(C)(C)C=1C=C2C=NN(C(C2=C(C1)F)=O)C1=NC=CC(=C1CO)C1=CN(C(C(=C1)N=C(C1=CC=CC=C1)C1=CC=CC=C1)=O)C 6-tert-butyl-2-(4-(5-(diphenylmethyleneamino)-1-methyl-6-oxo-1,6-dihydro-pyridin-3-yl)-3-(hydroxymethyl)pyridin-2-yl)-8-fluorophthalazin-1(2H)-one